4-(2-Bromo-phenyl)-dibenzothiophene BrC1=C(C=CC=C1)C1=CC=CC2=C1SC1=C2C=CC=C1